[N+](=O)([O-])C1=CC=C(C=C1)S(=O)(=O)NCCCCNC(OC(C)(C)C)=O tert-butyl (4-((4-nitrophenyl)-sulfonamido)butyl)carbamate